8-({1-[amino(1-methyl-1H-pyrazol-4-yl)acetyl]azetidin-3-yl}oxy)-4,4-dihydroxy-5-oxa-4-boranuidabicyclo[4.4.0]deca-1(6),7,9-triene-7-carboxylic acid disodium salt [Na+].[Na+].NC(C(=O)N1CC(C1)OC1=C(C=2O[B-](CCC2C=C1)(O)O)C(=O)O)C=1C=NN(C1)C.NC(C(=O)N1CC(C1)OC1=C(C=2O[B-](CCC2C=C1)(O)O)C(=O)O)C=1C=NN(C1)C